C(#N)C1CC2(C1)CC(N(CC2)CC2=C1C=CNC1=C(C=C2OC)C)C2=CC=C(C(=O)NC(CC(=O)O)C)C=C2 3-(4-(2-cyano-7-((5-methoxy-7-methyl-1H-indol-4-yl)methyl)-7-azaspiro[3.5]nonan-6-yl)benzamido)butanoic acid